1-benzyl-3-(trifluoromethyl)piperazine C(C1=CC=CC=C1)N1CC(NCC1)C(F)(F)F